COC1OC(C=2N=C(N=CC21)N)(C)C 5-methoxy-7,7-dimethyl-5H-furo[3,4-d]pyrimidin-2-amine